C(C)(C)(C)OC(=O)N1CCN(CC1)C(=O)C=1C=CC(=C(C1)CN1CCN(CC1)C1=CC=C(C(=O)O)C=C1)C1=CC=C(C=C1)Cl 4-[4-[[5-(4-tert-butoxycarbonylpiperazine-1-carbonyl)-2-(4-chlorophenyl)phenyl]methyl]piperazin-1-yl]benzoic acid